O1[C@@H](CC1)CN1C(=NC2=C1C=C(C=C2)C(=O)O)CN2CCN(CC2)C2=C1CCN(CC1=CC=C2)C2=CC=CC=C2 (S)-1-(oxetan-2-ylmethyl)-2-((4-(2-phenyl-1,2,3,4-tetrahydroisoquinolin-5-yl)piperazin-1-yl)methyl)-1H-benzo[d]imidazole-6-carboxylic acid